6-bromo-2-(trifluoromethyl)imidazo[1,2-a]pyrazine BrC=1N=CC=2N(C1)C=C(N2)C(F)(F)F